1,3-disulfonyl-perfluoropropane S(=O)(=O)=C(C(C(=S(=O)=O)F)(F)F)F